methyl 2-amino-3-(1-methyl-1H-Imidazol-2-yl)propanoate hydrochloride Cl.NC(C(=O)OC)CC=1N(C=CN1)C